1,6-diisocyanato-cyclohexane N(=C=O)C1CCCCC1N=C=O